2-[(2S,3R)-2-(cyclobutylmethoxy)-3-(3,5-dimethoxy-4-methyl-phenyl)-3-hydroxy-propyl]-1-methyl-benzoimidazole-5-carboxylic acid C1(CCC1)CO[C@@H](CC1=NC2=C(N1C)C=CC(=C2)C(=O)O)[C@H](O)C2=CC(=C(C(=C2)OC)C)OC